3-(9-((4-(aminomethyl)-2-methylphenyl)carbamoyl)-4,5-dihydrobenzo[b]thieno[2,3-d]oxepin-8-yl)-6-(propylcarbamoyl)picolinic acid NCC1=CC(=C(C=C1)NC(=O)C1=CC2=C(OCCC3=C2SC=C3)C=C1C=1C(=NC(=CC1)C(NCCC)=O)C(=O)O)C